4-(6-(hydroxymethyl)-2-(4-methoxy-3-propoxyphenyl)pyrimidin-4-yl)-1,2-oxaborol-2-ol OCC1=CC(=NC(=N1)C1=CC(=C(C=C1)OC)OCCC)C=1CB(OC1)O